FC1=CC=C(C(=O)C2=CC=C(C=C2)I)C=C1 4-fluoro-4'-iodobenzophenone